(E)-N-(5-(2-(4,4-difluorocyclohexyl)vinyl)-6-methoxypyridin-3-yl)ethenesulfonamide FC1(CCC(CC1)/C=C/C=1C=C(C=NC1OC)NS(=O)(=O)C=C)F